BrC1=CN=C2C(=NC(=NN21)N2CCN(CC2)C)NCC2=NC1=C(N2)C=CC=C1OC 7-bromo-N-[(4-methoxy-1H-benzimidazol-2-yl)methyl]-2-(4-methylpiperazin-1-yl)imidazo[2,1-f][1,2,4]triazin-4-amine